C(C1=CC=CC=C1)[C@H](C(=O)O)CC(=O)O (S)-benzylsuccinic acid